CC=1C(=C(C=C(C1)C(F)(F)F)O)C=1N=NC(=CC1)NC[C@H]1NCCC1 (S)-3-methyl-2-(6-((pyrrolidin-2-ylmethyl)amino)pyridazin-3-yl)-5-(trifluoromethyl)phenol